4-aminobutyl((4-(((3R,4R)-1-(2-cyanoacetyl)-4-methylpiperidin-3-yl) (methyl) amino)-7H-pyrrolo[2,3-d]pyrimidin-7-yl) methyl) carbonate C(OC(N1C=CC2=C1N=CN=C2N(C)[C@H]2CN(CC[C@H]2C)C(CC#N)=O)CCCCN)([O-])=O